FC1=C(C(=CC=C1)C(C)C)NC(=O)C1=NN(C(=CC1=O)C)C1=CC=CC=C1 N-(2-fluoro-6-isopropylphenyl)-6-methyl-4-oxo-1-phenyl-1,4-dihydropyridazine-3-carboxamide